CC(C)(C)[S@](=O)N[C@H](C)C=1C=NC(=NC1)C(F)(F)F (S)-2-methyl-N-{(1R)-1-[2-(trifluoromethyl)pyrimidin-5-yl]ethyl}propane-2-sulfinamide